O-ethoxybenzylamine CCOC1=CC=CC=C1CN